CC=1C=C(C=C2C=CC(=NC12)C=1OC2=C(C1C)C=CC=C2)C(F)(F)F 8-Methyl-2-(3-methyl-1-benzofuran-2-yl)-6-(trifluoromethyl)quinoline